C(C1=CN=CC=C1)(=O)N[C@@H](CCCN)C(=O)O nicotinoyl-ornithine